C(CCCC)(=O)OCCCCCCCCCCCCCCCCCCCC n-eicosyl pentanoate